CC1=C(C(C=C1)([Pt]C)C)C (Trimethyl)methylcyclopentadienyl-platinum